C[C@H]1N(CCC1)CC1=CC=C(C=C1)C=1C=C2C(=NC1)NN=C2NC2CCOCC2 (R)-5-(4-((2-methylpyrrolidin-1-yl)methyl)phenyl)-N-(tetrahydro-2H-pyran-4-yl)-1H-Pyrazolo[3,4-b]pyridin-3-amine